C(C)NC(=O)[C@H]1O[C@H]([C@@H]([C@@H]1O)O)N1C2=NC(=NC(=C2N=C1)NC)C=1OC(=CC1)C (2S,3S,4R,5R)-N-ethyl-3,4-dihydroxyl-5-(6-(methylamino)-2-(5-methylfuran-2-yl)-9H-purin-9-yl)tetrahydrofuran-2-carboxamide